N'-(2,5-dimethyl-4-{[3-(1,1,2,2-tetrafluoroethoxy)phenyl]sulfanyl}phenyl)-N-ethyl-N-methylimidoformamide CC1=C(C=C(C(=C1)SC1=CC(=CC=C1)OC(C(F)F)(F)F)C)N=CN(C)CC